bis[(6-methylpyridin-2-yl)oxy]methanthione CC1=CC=CC(=N1)OC(=S)OC1=NC(=CC=C1)C